(R)-N-(5-(7-(2,6-difluoro-3,5-dimethoxyphenyl)-1,4,5,6,7,8-hexahydrocyclohepta[c]pyrazol-3-yl)-1H-pyrazol-4-yl)acrylamide FC1=C(C(=C(C=C1OC)OC)F)[C@@H]1CCCC2=C(NN=C2C2=C(C=NN2)NC(C=C)=O)C1